2-(3-bromo-7-(methylsulfonyl)imidazo[1,5-a]Pyridin-1-yl)acetic acid ethyl ester C(C)OC(CC=1N=C(N2C1C=C(C=C2)S(=O)(=O)C)Br)=O